[4-(5-chloro-3-fluoro-7-methoxy-pyrazolo[4,3-d]pyrimidin-1-yl)-1-piperidyl]-(3-pyridyl)methanone ClC=1N=C(C2=C(N1)C(=NN2C2CCN(CC2)C(=O)C=2C=NC=CC2)F)OC